FC(C=1N=CC(=NC1)O[C@@H]1CC2(CN(C2)C(=O)N2C[C@H](CC2)C(=O)N)CC1)(F)F (3S)-1-[(6S)-6-[5-(Trifluoromethyl)pyrazin-2-yl]oxy-2-azaspiro[3.4]octane-2-carbonyl]pyrrolidine-3-carboxamide